C(C1=CC=CC=C1)N(C(=O)NC(C)C1=CC=CC=C1)CC1=CC=CC=C1 1,1-dibenzyl-3-(1-phenylethyl)urea